[N+](=O)([O-])C=1C=CC(N(C1)CC(=O)OCC)=O 1-Ethyl 2-(5-nitro-2-oxo-1-pyridyl)acetate